methyl (E)-2-[2-[(5-cyano-2-methyl-phenoxy)methyl]phenyl]-3-methoxyprop-2-enoate C(#N)C=1C=CC(=C(OCC2=C(C=CC=C2)/C(/C(=O)OC)=C\OC)C1)C